6-(4-(4-isopropylpiperazin-1-yl)phenyl)-1-methyl-N-(4-(methylsulfonyl)benzyl)-2-(4-(methylsulfonyl)phenyl)-1H-benzo[d]imidazol-4-amine C(C)(C)N1CCN(CC1)C1=CC=C(C=C1)C=1C=C(C2=C(N(C(=N2)C2=CC=C(C=C2)S(=O)(=O)C)C)C1)NCC1=CC=C(C=C1)S(=O)(=O)C